NC1=CC=C(C=N1)C=1C=CC2=C(CN(CCO2)C(=O)C2=C(C(=C(C=C2)S(=O)(=O)CCNC(OC(C)(C)C)=O)F)C)C1 tert-butyl (2-((4-(7-(6-aminopyridin-3-yl)-2,3,4,5-tetrahydrobenzo[f][1,4]oxazepine-4-carbonyl)-2-fluoro-3-methylphenyl)sulfonyl)ethyl)carbamate